1,3-bis[4-(4-aminophenoxy)phenoxy-alpha,alpha-dimethylbenzyl]benzene NC1=CC=C(OC2=CC=C(OC3=C(C(C)(C)C4=CC(=CC=C4)C(C4=C(C=CC=C4)OC4=CC=C(C=C4)OC4=CC=C(C=C4)N)(C)C)C=CC=C3)C=C2)C=C1